2-(2,6-dioxopiperidin-3-yl)-3-oxoisoindol O=C1NC(CCC1N1CC2=CC=CC=C2C1=O)=O